(2-chloropyridin-3-yl)(3,5-dichloropyrazin-2-yl)methanone ClC1=NC=CC=C1C(=O)C1=NC=C(N=C1Cl)Cl